BrC1=CC(=C(C=C1C)C(C(=O)O)(C)C)Cl 2-(4-bromo-2-chloro-5-methyl-phenyl)-2-methyl-propanoic acid